O=P1CCNC1 4-oxo-1,4-azaphospholane